1-butyl-3-methylimidazolium alanine salt N[C@@H](C)C(=O)[O-].C(CCC)N1C=[N+](C=C1)C